N-[4-fluoro-5-(5-fluoro-1-methyl-6-oxopyridin-3-yl)-2-[rac-(3R,5S)-3,4,5-trimethylpiperazin-1-yl]phenyl]-6-oxo-4-(trifluoromethyl)-1H-pyridine-3-carboxamide FC1=CC(=C(C=C1C1=CN(C(C(=C1)F)=O)C)NC(=O)C1=CNC(C=C1C(F)(F)F)=O)N1C[C@H](N([C@H](C1)C)C)C |r|